6-Bromo-N-dodecyl-2-naphthamide BrC=1C=C2C=CC(=CC2=CC1)C(=O)NCCCCCCCCCCCC